ethyl-2,4-dichloro-5-nitropyrimidine C(C)C1=C(C(=NC(=N1)Cl)Cl)[N+](=O)[O-]